FC=1C=CC(=C(C1)[C@H](C)NS(=O)(=O)C1=CC=C(C=C1)OC(F)(F)F)N1CCC(CC1)O (S)-N-(1-(5-fluoro-2-(4-hydroxypiperidin-1-yl)phenyl)ethyl)-4-(trifluoromethoxy)benzenesulfonamide